CC1C(C2=CC=CC=C2C1)NC(\C=C\C=1C=CC2=CC(N=C2C1)=O)=O (E)-N-(2-methyl-2,3-dihydro-1H-inden-1-yl)-3-(2-oxoindol-6-yl)acrylamide